(R)-3-methyl-4-oxopiperidine-1,3-dicarboxylic acid C[C@]1(CN(CCC1=O)C(=O)O)C(=O)O